ClC1=C(CC2=NC3=C(N2[C@@H]2COCC2(C)C)C=C(C=C3F)C(=O)O)C=C(C(=C1)C1=NC(=C(C=C1)F)OCC1=C(C=C(C=C1)C#N)F)C (S)-2-(2-chloro-4-(6-((4-cyano-2-fluorobenzyl)oxy)-5-fluoropyridin-2-yl)-5-methylbenzyl)-1-(4,4-dimethyltetrahydrofuran-3-yl)-4-fluoro-1H-benzo[d]imidazole-6-carboxylic acid